3-(2-(ethoxycarbonyl)-3-oxobutyl)-4-methoxybenzoic acid methyl ester COC(C1=CC(=C(C=C1)OC)CC(C(C)=O)C(=O)OCC)=O